(1S,2S)-N,N'-dimethyl-N,N'-bis(3,3-dimethylbutyl)cyclohexane-1,2-diamine CN([C@@H]1[C@H](CCCC1)N(CCC(C)(C)C)C)CCC(C)(C)C